NC1=C2C(=NC=N1)N(N=C2C=2NC1=CC(=CC=C1C2Cl)C(=O)OC)C(C)(C)C methyl 2-(4-amino-1-(tert-butyl)-1H-pyrazolo[3,4-d]pyrimidin-3-yl)-3-chloro-1H-indole-6-carboxylate